5-((5-(1-ethoxyvinyl)-3-fluoropyridin-2-yl)methoxy)-1,3,4-thiadiazol-2-amine C(C)OC(=C)C=1C=C(C(=NC1)COC1=NN=C(S1)N)F